NC=1C(=NC=C(C1)C#CC1=C(C=CC=C1)NS(=O)(=O)C1=C(C(=C(C=C1)OC)C)C)C(=O)O 3-amino-5-{2-[2-(4-methoxy-2,3-dimethylbenzenesulfonamido)phenyl]ethynyl}pyridine-2-carboxylic acid